(1-methyl-2-(5-methyl-hex-4-en-2-yl)cyclopropyl)-methanol CC1(C(C1)C(C)CC=C(C)C)CO